2-chloro-4-bromo-5-iodo-1H-benzo[d]Imidazole ClC1=NC2=C(N1)C=CC(=C2Br)I